ethyl 4-(1-methyl-1H-pyrazol-3-yl)-2-(perfluoroethyl)imidazo[1,2-a][1,8]naphthyridine-8-carboxylate CN1N=C(C=C1)C=1C=2C=CC=3N(C2N=C(C1)C(C(F)(F)F)(F)F)C=C(N3)C(=O)OCC